C(C)(C)(C)C1CC2C(N1C=1C=C3C(=NC=NC3=CC1)NC1=C(C(=C(C=C1)Cl)Cl)F)CNC2 tert-Butyl-1-(4-((3,4-dichloro-2-fluorophenyl)amino)quinazolin-6-yl)hexahydropyrrolo[3,4-b]pyrrole